C(N1C=C2C3=C(C4=C[C@@H](CN([C@@H]4C2)C([2H])([2H])[2H])NC(N(C(C([2H])([2H])[2H])([2H])[2H])C(C([2H])([2H])[2H])([2H])[2H])=O)C=CC=C13)([2H])([2H])[2H] 3-((6aR,9S)-4,7-bis(methyl-d3)-4,6,6a,7,8,9-hexahydroindolo[4,3-fg]quinolin-9-yl)-1,1-bis(ethyl-d5)urea